7-methoxy-3,4-dihydroisoquinoline COC1=CC=C2CCN=CC2=C1